ethyl 3-(4-(5-(2-fluoro-5-((4,6,7-trifluoro-1H-indol-5-yl)oxy)phenyl)-1-methyl-1H-1,2,4-triazol-3-yl)-4-methylchroman-8-yl)propanoate FC1=C(C=C(C=C1)OC=1C(=C2C=CNC2=C(C1F)F)F)C1=NC(=NN1C)C1(CCOC2=C(C=CC=C12)CCC(=O)OCC)C